rel-(R)-2-(5-chloro-4-(3,3-difluoro-1-methylcyclopentyl)-2-methylphenyl)-4-oxo-1,4-dihydro-1,6-naphthyridine-5-carboxamide ClC=1C(=CC(=C(C1)C=1NC=2C=CN=C(C2C(C1)=O)C(=O)N)C)[C@]1(CC(CC1)(F)F)C |o1:22|